1-(4-(piperidin-1-yl)phenyl)piperidin-2-one N1(CCCCC1)C1=CC=C(C=C1)N1C(CCCC1)=O